Imidazol-2-imine N=1C(N=CC1)=N